(3R)-1-(3-(azidomethyl)-7-fluoro-2,3-dihydrobenzo[b][1,4]dioxin-5-yl)ethan-1-one N(=[N+]=[N-])C[C@H]1OC2=C(OC1)C=C(C=C2C(C)=O)F